2-(1-(5-Chloro-2-((6-methoxy-2-methyl-1,2,3,4-tetrahydroisoquinolin-7-yl)amino)pyrimidin-4-yl)-1H-indazol-3-yl)acetic acid ClC=1C(=NC(=NC1)NC1=C(C=C2CCN(CC2=C1)C)OC)N1N=C(C2=CC=CC=C12)CC(=O)O